lauryl pelargonate C(CCCCCCCC)(=O)OCCCCCCCCCCCC